2-methylpentanamide CC(C(=O)N)CCC